7-methyl-5-(pyridin-3-yl)isothiazolo[4,5-b]Pyridine-3-carboxylic acid CC1=C2C(=NC(=C1)C=1C=NC=CC1)C(=NS2)C(=O)O